tert-butyl ((3S,5R)-1-(2-chloro-5-(1-(2,2,2-trifluoroethyl)-1H-pyrazol-4-yl)pyridin-4-yl)-5-fluoropiperidin-3-yl)carbamate ClC1=NC=C(C(=C1)N1C[C@H](C[C@H](C1)F)NC(OC(C)(C)C)=O)C=1C=NN(C1)CC(F)(F)F